3-(3,5-dichloro-7-{[(furan-2-yl)methyl]amino}thieno[3,2-b]pyridin-2-yl)-D-alanine dihydrochloride Cl.Cl.ClC1=C(SC=2C1=NC(=CC2NCC=2OC=CC2)Cl)C[C@@H](N)C(=O)O